7-chloro-1-cyclopropyl-1H-benzo[d]Imidazole-5-carboxylic acid methyl ester COC(=O)C1=CC2=C(N(C=N2)C2CC2)C(=C1)Cl